CN([C@@H]1C[C@@H](N(C1)C1=CC=C(C=C1)N1C=NC(=C1)NC=1N=CC(=NC1)C#N)C)C 5-((1-(4-((2S,4R)-4-(Dimethylamino)-2-methylpyrrolidin-1-yl)phenyl)-1H-imidazol-4-yl)amino)pyrazine-2-carbonitrile